(S)-1-methoxypropan-2-amine hydrochloride Cl.COC[C@H](C)N